5-(2-(4-((3-cyclopropyl-5-(trifluoromethoxy)benzyl)amino)butoxy)ethoxy)benzo[c][2,6]naphthyridine-8-carboxylic acid C1(CC1)C=1C=C(CNCCCCOCCOC2=NC3=C(C4=CN=CC=C24)C=CC(=C3)C(=O)O)C=C(C1)OC(F)(F)F